5-(2-(4-aminopiperidin-1-yl)ethoxy)-2-(2,6-dioxopiperidin-3-yl)isoindoline NC1CCN(CC1)CCOC=1C=C2CN(CC2=CC1)C1C(NC(CC1)=O)=O